(2R,6R)-N-(4-(6-cyclopropoxypyridin-2-yl)benzyl)-4-((R)-1-(3-fluoro-4-methylpyridin-2-yl)-3-methoxypropyl)-1-isobutyryl-6-methylpiperazine-2-carboxamide C1(CC1)OC1=CC=CC(=N1)C1=CC=C(CNC(=O)[C@@H]2N([C@@H](CN(C2)[C@H](CCOC)C2=NC=CC(=C2F)C)C)C(C(C)C)=O)C=C1